ethyl 4-(4-bromo-8-(3-fluoropyridin-4-yl)-3-hydroxyquinolin-2-yl)-4-oxobutanoate BrC1=C(C(=NC2=C(C=CC=C12)C1=C(C=NC=C1)F)C(CCC(=O)OCC)=O)O